C1(CC1)C=1C=C(OC=2C(C=3N(NC2)N=CC3)=O)C=CC1 5-(3-cyclopropylphenoxy)-7H-pyrazolo[1,5-b]pyridazin-4-one